3,6-dichloro-4-(methylsulfonyl)pyridazine ClC=1N=NC(=CC1S(=O)(=O)C)Cl